FC1(CCN(CC1)CC1=CC=C(C=C1)F)\C=C\1/CC2=C(S1(=O)=O)C=C(C(=C2)OC)OC (E)-2-((4-fluoro-1-(4-fluorobenzyl)piperidin-4-yl)methylene)-5,6-dimethoxy-2,3-dihydrobenzo[b]thiophene 1,1-dioxide